3-methyl-N-(5-((5-(4-(2-oxopyrrolidin-1-yl)phenyl)pyridin-2-yl)amino)pyridin-3-yl)piperazine-1-carboxamide CC1CN(CCN1)C(=O)NC=1C=NC=C(C1)NC1=NC=C(C=C1)C1=CC=C(C=C1)N1C(CCC1)=O